(S,E)-N7-(1-(2-(Bicyclo[1.1.1]pentan-1-ylamino)-2-oxoethyl)-2-oxo-1,2-dihydropyridin-3-yl)-6-((S)-1,4-diazabicyclo[2.2.2]octan-2-carboxamido)-N1,N1-diethylhept-2-endiamid C12(CC(C1)C2)NC(CN2C(C(=CC=C2)NC([C@H](CC/C=C/C(=O)N(CC)CC)NC(=O)[C@H]2N1CCN(C2)CC1)=O)=O)=O